CC=1C=C(OC2=C(C=C(C=C2)C2C=3C(NC(C2)=O)=NNC3)OC)C=C(C1)C (+)-4-[4-(3,5-Dimethylphenoxy)-3-methoxyphenyl]-2H,4H,5H,6H,7H-pyrazolo[3,4-b]pyridin-6-one